(5S,6R)-5-Hydroxy-6-((R)-5H-imidazo[5,1-a]isoindol-5-yl)-5,6,7,8-tetrahydronaphthalen-2-sulfonamid O[C@@H]1C=2C=CC(=CC2CC[C@@H]1[C@H]1N2C(C3=CC=CC=C13)=CN=C2)S(=O)(=O)N